S(=O)(=O)(O)C1C(C#CCCCC1)(CC1=CC=CC=C1)CC1=CC=CC=C1 sulfo-dibenzylcyclooctyne